4-[3',4',5'-tri(octadecyloxy)cyclohexylmethyloxy]benzyl alcohol C(CCCCCCCCCCCCCCCCC)OC1CC(CC(C1OCCCCCCCCCCCCCCCCCC)OCCCCCCCCCCCCCCCCCC)COC1=CC=C(CO)C=C1